FC(C=1C=C(C=C(C1)C(F)(F)F)[B-](C1=CC(=CC(=C1)C(F)(F)F)C(F)(F)F)(C1=CC(=CC(=C1)C(F)(F)F)C(F)(F)F)C1=CC(=CC(=C1)C(F)(F)F)C(F)(F)F)(F)F.C(CCCCCCC)OC1=CC=C(C=C1)[S+](C1=CC=CC=C1)C1=CC=CC=C1 (4-octyloxyphenyl)diphenylsulfonium tetrakis(3,5-bis-trifluoromethylphenyl)borate